C(C1=CC=CC=C1)(=O)OC1=C(C=CC=C1)C(=O)O o-carboxyphenyl benzoate